3-amino-5,6-dichloropyrazine-2-carbonitrile NC=1C(=NC(=C(N1)Cl)Cl)C#N